1-(2,4-difluorophenyl)-6-methylisoquinoline-1,5-diamine FC1=C(C=CC(=C1)F)C1(NC=CC=2C(=C(C=CC12)C)N)N